C(C)OS(=O)(=O)[O-].C(CC)[N+](C)(C)CC propylethyl-dimethyl-ammonium ethyl-sulfate